BrC=1C=CC(=C(O\C(\C(=O)OC)=C/OC)C1)Cl methyl (Z)-2-(5-bromo-2-chlorophenoxy)-3-methoxyacrylate